CN(CCC=1SC2=C(N1)C=C(C=C2)C2N(CC(CC2)C)C(C(=O)NC2=CC=1N(C=C2)C=CN1)=O)C 2-(2-(2-(2-(dimethylamino)ethyl)benzo[d]thiazol-5-yl)-5-methylpiperidin-1-yl)-N-(imidazo[1,2-a]pyridin-7-yl)-2-oxoacetamide